3-chloro-N-(2,6-difluoro-4-iodo-phenyl)-2-methyl-benzenesulfonamide ClC=1C(=C(C=CC1)S(=O)(=O)NC1=C(C=C(C=C1F)I)F)C